2-[5-(Cyclopropancarbonyl)-5,6,7,8-tetrahydro-1,5-naphthyridin-2-yl]-N-(4-fluorophenyl)-2-methylpropanamid C1(CC1)C(=O)N1C=2C=CC(=NC2CCC1)C(C(=O)NC1=CC=C(C=C1)F)(C)C